C1(CC1)[C@@](CNC(=O)C1=NN(C(N1)=O)C)(CC1=C(C=C(C=C1)F)F)C (S)-N-(2-cyclopropyl-3-(2,4-difluorophenyl)-2-methylpropyl)-1-methyl-5-oxo-4,5-dihydro-1H-1,2,4-triazole-3-carboxamide